C(C)(C)(C)C1=CC(=C(C=C1Cl)C1=CC(=C(C=N1)C(=O)OC)OC)C methyl 6-(4-tert-butyl-5-chloro-2-methyl-phenyl)-4-methoxy-pyridine-3-carboxylate